CN(CCC=1C(=CC(N(C1)CC1=CC=C(C=C1)OC)=O)C(F)(F)F)C 5-[2-(dimethylamino)ethyl]-1-[(4-methoxyphenyl)methyl]-4-(trifluoromethyl)pyridin-2-one